C(#N)C1=CC(=C(C=C1)NS(=O)(=O)C1=CNC(=C1)C=1C=CC=C2C=CC=NC12)F N-(4-cyano-2-fluorophenyl)-5-quinolin-8-yl-1H-pyrrole-3-sulfonamide